C\C(=C/C=C)\CC\C=C(\CCC=C(C)C)/C (3E,7E)-4,8,12-trimethyl-trideca-1,3,7,11-tetraene